FC1=C(C(=CC(=C1)N1C[C@H](NCC1)C)F)C1C(N(C(CC1)=O)CO)=O 3-(2,6-difluoro-4-((R)-3-methylpiperazin-1-yl)phenyl)-1-(hydroxymethyl)piperidine-2,6-dione